t-butyl 2,4,5-trichlorophenylcarbonate CC(C)(C)OC(=O)OC1=CC(=C(C=C1Cl)Cl)Cl